rac-(R)-6-(3-fluoro-3-methylpyrrolidin-1-yl)quinoline-4-carboxylic acid tert-butyl ester C(C)(C)(C)OC(=O)C1=CC=NC2=CC=C(C=C12)N1C[C@](CC1)(C)F |r|